CN(C)C(C(=O)NCC1=CC=NC=C1)=CC (dimethylamino)-N-(pyridin-4-ylmethyl)but-2-enamide